C(C)(=O)C1=C(C=C(C=C1)Br)C(C)=O 1-(2-acetyl-5-bromophenyl)ethanone